(R)-6-chloro-5-fluoro-1'-(2-(4-fluorobenzyl)-1H-imidazole-5-carbonyl)spiro[benzo[d][1,3]oxazin-4,3'-piperidin]-2(1H)-one ClC1=C(C2=C(NC(O[C@@]23CN(CCC3)C(=O)C3=CN=C(N3)CC3=CC=C(C=C3)F)=O)C=C1)F